C1(=CCCCC1)CN1CC(CC1)CNC(=O)C1CCN(CC1)C1=NC(=NO1)C1=CC=C(C=C1)OC N-((1-(cyclohex-1-en-1-ylmethyl)pyrrolidin-3-yl)methyl)-1-(3-(4-methoxyphenyl)-1,2,4-oxadiazol-5-yl)piperidine-4-carboxamide